N1(CCNCC1)C(C)C 2-(piperazin-1-yl)propan